4-(3'-(3-fluoropropoxy)-4'-methoxy-[1,1'-biphenyl]-3-yl)-1,2-oxaborol-2-ol FCCCOC=1C=C(C=CC1OC)C1=CC(=CC=C1)C=1CB(OC1)O